(2-fluoro-5-hydroxyphenyl)(6-(5-(pyridin-2-yl)-3-(trifluoromethyl)-1H-pyrazol-1-yl)-2-azaspiro[3.3]heptan-2-yl)methanone FC1=C(C=C(C=C1)O)C(=O)N1CC2(C1)CC(C2)N2N=C(C=C2C2=NC=CC=C2)C(F)(F)F